ClC(C(=O)OOCC)=C α-ethoxy chloroacrylate